4-(4-amino-2,6-difluorophenyl)piperidine-1-carboxylic acid tert-butyl ester C(C)(C)(C)OC(=O)N1CCC(CC1)C1=C(C=C(C=C1F)N)F